C1CN(CCN1)CCO hydroxyethylpiperazine